BrC1=C2CC[C@@H](C2=CC=C1)N (S)-4-bromo-2,3-dihydro-1H-inden-1-amine